2-(4-(((Cyclobutylmethyl)amino)methyl)-6-(trifluoromethyl)pyridin-2-yl)-6-(3-((4-methyl-4H-1,2,4-triazol-3-yl)methyl)oxetan-3-yl)isoindolin-1-one C1(CCC1)CNCC1=CC(=NC(=C1)C(F)(F)F)N1C(C2=CC(=CC=C2C1)C1(COC1)CC1=NN=CN1C)=O